NC1=NC=2C=C(C(=CC2C2=C1COC2)C(=O)N([C@@H]2COC1=C2C=CC(=C1)C(F)(F)F)C)F 4-amino-7-fluoro-N-methyl-N-((3S)-6-(trifluoromethyl)-2,3-dihydro-1-benzofuran-3-yl)-1,3-dihydrofuro[3,4-c]quinoline-8-carboxamide